[I].CC1SC2=C(N1C)C=CC=C2 2,3-dimethylbenzothiazole iodine salt